7-(4-chloro-2-fluoro-phenyl)-N,N-dimethyl-5-[rac-(2S,6R)-2-(1-cyclopropylpyrazol-4-yl)-6-methyl-morpholin-4-yl]thiazolo[4,5-d]pyrimidin-2-amine ClC1=CC(=C(C=C1)C=1C2=C(N=C(N1)N1C[C@@H](O[C@@H](C1)C)C=1C=NN(C1)C1CC1)N=C(S2)N(C)C)F |r|